methyl N-(1-(2,6-dioxopiperidin-3-yl)-2,5-dioxo-2,5-dihydro-1H-pyrrol-3-yl)-N-methylglycinate O=C1NC(CCC1N1C(C(=CC1=O)N(CC(=O)OC)C)=O)=O